3-((R)-3-Isopropyl-3-methylcyclopent-1-en-1-yl)-2-methylpropanal C(C)(C)[C@@]1(C=C(CC1)CC(C=O)C)C